N1CC(C1)CO[C@H]1[C@H](CN(CC1)C(=O)OC(C)(C)C)F tert-butyl (3S,4R)-4-(azetidin-3-ylmethoxy)-3-fluoro-piperidine-1-carboxylate